3',5'-Bis(p-chlorobenzoyl)-5-ethyl-2'-deoxyuridine ClC1=CC=C(C(=O)[C@@]2(C[C@@H](O[C@@H]2C(O)C(C2=CC=C(C=C2)Cl)=O)N2C(=O)NC(=O)C(=C2)CC)O)C=C1